COC1=CC=C(C=C1)C(COC1=CC=C(C=C1)N1C(C=CC1=O)=O)=O 1-(4-(2-(4-Methoxyphenyl)-2-oxoethoxy)phenyl)-1H-pyrrole-2,5-dione